(1S,5S,6S)-2,5,6-trimethylcyclohex-2-en-1-ol CC=1[C@H]([C@H]([C@H](CC1)C)C)O